FC=1C=C(C=NC1)OC1=CC(=NC=C1)NC(=O)C1C(C1(C)C)(C)C N-[4-[(5-fluoro-3-pyridyl)oxy]-2-pyridyl]-2,2,3,3-tetramethyl-cyclopropanecarboxamide